(1S,3R,4S)-3-[(tert-Butoxycarbonyl)amino]-4-(methoxymethoxy)cyclopentane-1-carboxylic acid C(C)(C)(C)OC(=O)N[C@@H]1C[C@@H](C[C@@H]1OCOC)C(=O)O